3-(6-{4-[(4-aminophenyl)methyl]piperazin-1-yl}-4-methyl-1-oxo-1,2-dihydrophthalazin-2-yl)Piperidine-2,6-dione bis(2-hydroxyethyl) 2,2'-(methylenebis(4,1-phenylene))bis(2-oxoacetate) C(C1=CC=C(C=C1)C(C(=O)OCCO)=O)C1=CC=C(C=C1)C(C(=O)OCCO)=O.NC1=CC=C(C=C1)CN1CCN(CC1)C=1C=C2C(=NN(C(C2=CC1)=O)C1C(NC(CC1)=O)=O)C